C1(=CC=CC=C1)[C@@H]1[C@H](C1)N (1S,2R)-2-phenylcyclopropanamine